FC1=CC(=CC2=C1NC([C@H](CO2)NC(=O)C2=NN1C(CCC[C@H]1C(C)C)=N2)=O)F (5S)-N-[(3S)-6,8-difluoro-4-oxo-3,5-dihydro-2H-1,5-benzoxazepin-3-yl]-5-isopropyl-5,6,7,8-tetrahydro-[1,2,4]triazolo[1,5-a]pyridine-2-carboxamide